methyl 4-(((2S)-2-((tert-butoxycarbonyl)amino)-1-cyano-3-(1H-indol-3-yl)propyl)amino)-4'-(cyclopropyl)-[1,1'-biphenyl]-3-carboxylate C(C)(C)(C)OC(=O)N[C@H](C(C#N)NC1=C(C=C(C=C1)C1=CC=C(C=C1)C1CC1)C(=O)OC)CC1=CNC2=CC=CC=C12